C(C)(C)(C)NC1=NC(=NC(=C1)C1=CC=C(C=C1)Cl)C=1C=NC=CC1 N-(tert-butyl)-6-(4-chlorophenyl)-2-(pyridin-3-yl)pyrimidin-4-amine